ClC1=C(C=CC=C1NC(=O)C1=NN2C([C@@H](CCC2)NC)=C1)C1=C(C(=CC=C1)NC(C1=NC=C(C=C1)CN1C[C@@H](CC1)O)=O)Cl (R)-N-(2,2'-dichloro-3'-(5-(((R)-3-hydroxypyrrolidin-1-yl)methyl)picolinamido)-[1,1'-biphenyl]-3-yl)-4-(methylamino)-4,5,6,7-tetrahydropyrazolo[1,5-a]pyridine-2-carboxamide